C(C)(C)(C)OC(=O)N1CC2=CC=CC=C2CC1 3,4-dihydro-isoquinoline-2(1H)-carboxylic acid tert-butyl ester